Cl\C(=C/[C@@H]1C([C@@H]1C(=O)OCC1=C(C(=C(C(=C1F)F)C#C)F)C)(C)C)\C(F)(F)F 4-ethynyl-2-methyl-3,5,6-trifluorobenzyl (1R)-cis-3-[(Z)-2-chloro-3,3,3-trifluoro-1-propenyl]-2,2-dimethylcyclopropanecarboxylate